4-(pent-4-yn-1-ylamino)-N-(quinolin-8-yl)picolinamide C(CCC#C)NC1=CC(=NC=C1)C(=O)NC=1C=CC=C2C=CC=NC12